The molecule is an organic thiophosphate that is the O-ethyl-S,S-diphenyl ester of phosphorodithioic acid. Used to control a variety of fungal diseases on rice including blast, ear blight and stem rot. Edifenphos is moderately toxic to mammals and fish but poses more of a risk to aquatic invertebrates. It has a role as a neurotoxin, an EC 3.1.1.7 (acetylcholinesterase) inhibitor, a phospholipid biosynthesis inhibitor and an antifungal agrochemical. CCOP(=O)(SC1=CC=CC=C1)SC2=CC=CC=C2